O=C1N(C(C2=CC=CC=C12)=O)[C@@H](CCCNC(OCC1=CC=CC=C1)=O)C(NCC(C1=CC=CC=C1)=O)=O benzyl (S)-(4-(1,3-dioxoisoindolin-2-yl)-5-oxo-5-((2-oxo-2-phenylethyl)amino)pentyl)carbamate